(R)-6-chloro-7-(2-(((3-chloropyridin-2-yl)oxy)methyl)-2-methyl-pyrrolidin-1-yl)-1-(6-(3-(dimethyl-amino)azetidin-1-yl)pyridin-3-yl)-4-oxo-1,4-dihydro-quinoline-3-carboxylic acid ClC=1C=C2C(C(=CN(C2=CC1N1[C@@](CCC1)(C)COC1=NC=CC=C1Cl)C=1C=NC(=CC1)N1CC(C1)N(C)C)C(=O)O)=O